(2R)-2-(β-D-Glucopyranosyloxy)-7-methoxy-2H-1,4-benzoxazin-3(4H)-one [C@@H]1([C@H](O)[C@@H](O)[C@H](O)[C@H](O1)CO)O[C@H]1OC2=C(NC1=O)C=CC(=C2)OC